C=CCCC(=O)O The molecule is a pentenoic acid having the double bond at position 4. It is a conjugate acid of a pent-4-enoate.